(aminomethyl)-1-ethyl-6-methoxy-3-[2-(methylsulfanyl)ethyl]-1H-1,3-benzodiazol-3-ium iodide [I-].NCC1=[N+](C2=C(N1CC)C=C(C=C2)OC)CCSC